OC1=C(C=C2C(=C(C(OC2=C1C=O)=O)C=1SC(=CC1)C(=O)N1CCOCC1)C)OC 7-hydroxy-6-methoxy-4-methyl-3-(5-(morpholine-4-carbonyl)thiophen-2-yl)-2-oxo-2H-chromene-8-carbaldehyde